(2S)-2-(4,4-difluoro-3-(5-formyl-6-methoxypyridin-3-yl)piperidin-1-yl)-N-(2,2-difluoro-[1,3]dioxolo[4',5':4,5]benzo[1,2-d]thiazol-6-yl)propanamide FC1(C(CN(CC1)[C@H](C(=O)NC=1SC2=C(N1)C=C1C(=C2)OC(O1)(F)F)C)C=1C=NC(=C(C1)C=O)OC)F